2-((6-(trifluoromethoxy)pyridin-3-yl)amino)-3',6'-dihydro-[3,4'-bipyridine]-1'(2'h)-carboxylic acid tert-butyl ester C(C)(C)(C)OC(=O)N1CCC(=CC1)C=1C(=NC=CC1)NC=1C=NC(=CC1)OC(F)(F)F